OC=1CC(C=CC1O)(O)C(C)(C)C 3,4-dihydroxy-1-tert-butylphenol